manganous acetate C(C)(=O)[O-].[Mn+2].C(C)(=O)[O-]